(6R)-17-Amino-6-hydroxy-12-(1-methylcyclopropyl)-6,15-bis(trifluoromethyl)-19-oxa-3,4,12,18-tetrazatricyclo[12.3.1.12,5]nonadeca-1(18),2,4,14,16-pentaen-13-one NC1=CC(=C2C(N(CCCCC[C@@](C3=NN=C(C1=N2)O3)(C(F)(F)F)O)C3(CC3)C)=O)C(F)(F)F